4-methoxy-1,3-benzothiazole-6-carboxylate COC1=CC(=CC2=C1N=CS2)C(=O)[O-]